CC1=C(C(=O)OC)C=CC(=C1)C1=NC=CC(=C1)CC1=CC(=CC=C1)C(F)(F)F methyl 2-methyl-4-(4-(3-(trifluoromethyl)benzyl)pyridin-2-yl)benzoate